tert-butyl (R,E)-1-((tert-butylsulfinyl)imino)-5-methyl-1,3-dihydro-spiro[indene-2,4'-piperidine]-1'-carboxylate C(C)(C)(C)[S@@](=O)\N=C/1\C2=CC=C(C=C2CC12CCN(CC2)C(=O)OC(C)(C)C)C